C([C@@H]1[C@H](C(=O)[C@H](C(O1)O)O)O)OP(=O)(O)O The molecule is a ketohexose monophosphate that is 3-dehydro-D-glucose having the monophosphate group located at position 6. It derives from a D-glucopyranose. It is a conjugate acid of a 3-dehydro-D-glucose-6-phosphate(2-).